N-(4-(1H-1,2,3-triazol-5-yl)phenyl)-2-((cyclopropylmethyl)thio)-4-hydroxy-6-oxo-1,6-dihydropyrimidine-5-carboxamide N1N=NC=C1C1=CC=C(C=C1)NC(=O)C1=C(N=C(NC1=O)SCC1CC1)O